((6-chloro-4-fluoropyridin-3-yl)ethynyl)tetrahydro-2H-pyran-4-ol ClC1=CC(=C(C=N1)C#CC1OCCC(C1)O)F